C(CCCC)C1=C(C(=O)O)C=CC=C1 amyl-benzoic acid